3,3',5,5'-tetrafluoro-[1,1'-biphenyl]-4-carboxylic acid methyl ester COC(=O)C1=C(C=C(C=C1F)C1=CC(=CC(=C1)F)F)F